tert-butyl(3-(3-(4-aminomethyl-2-(trifluoromethyl)phenyl)isoxazol-5-yl)-5-(4-(isopropylsulfonyl)phenyl)pyrazin-2-yl)(tert-butoxycarbonyl)carbamate C(C)(C)(C)OC(N(C(=O)OC(C)(C)C)C1=NC=C(N=C1C1=CC(=NO1)C1=C(C=C(C=C1)CN)C(F)(F)F)C1=CC=C(C=C1)S(=O)(=O)C(C)C)=O